BrCC=1C=C(C=CC1)S(=O)(=O)N1CCC(CC1)NC=1N=CC2=C(N1)N(C(C21CC1)=O)[C@H]1C[C@@H](CCC1)O 2'-((1-((3-(bromomethyl)phenyl)sulfonyl)piperidin-4-yl)amino)-7'-((1R,3R)-3-hydroxycyclohexyl)spiro[cyclopropane-1,5'-pyrrolo[2,3-d]pyrimidin]-6'(7'H)-one